C[C@@H]1[C@@H](C(=O)[C@H]([C@H](O1)OP(=O)([O-])OP(=O)([O-])OC[C@@H]2[C@H](C[C@@H](O2)N3C=C(C(=O)NC3=O)C)O)O)O The molecule is a doubly-charged nucleotide-sugar oxoanion arsing from deprotonation of the diphosphate OH groups of dTDP-3-dehydro-6-deoxy-alpha-D-galactose; major microspecies at pH 7.3. It is a conjugate base of a dTDP-3-dehydro-6-deoxy-alpha-D-galactose.